Cl.C(CCC)C1=NC2(C(N1)=O)CCCC2 2-butyl-1,3-diazaspiro[4.4]non-1-ene-4-one hydrochloride